C(C#C)OCCOCCOCCOCCOCCC(=O)O 3-[2-[2-[2-(2-prop-2-ynoxyethoxy)ethoxy]ethoxy]ethoxy]propanoic acid